N-(2-bromoethyl)-7H-pyrrolo[2,3-d]pyrimidine-4-amine BrCCNC=1C2=C(N=CN1)NC=C2